C(C(=O)O)(=O)O.S1N=C(C2=C1C=CC=C2)N2CCN(CC2)CCN2C(N1C(C=C2)=NC(=C1)C)=O 6-[2-(4-benzo[d]isothiazol-3-yl-piperazin-1-yl)-ethyl]-2-methyl-6H-imidazo[1,2-c]pyrimidin-5-one oxalate